5-bromo-2-chloro-4-methylnicotinamide BrC=1C=NC(=C(C(=O)N)C1C)Cl